ethyl 2-[2-(tert-butoxycarbonylamino)ethyl]-8-fluoro-6,7-dihydro-5H-cyclopenta[f][1,3]benzoxazole-6-carboxylate C(C)(C)(C)OC(=O)NCCC=1OC2=C(N1)C=C1C(=C2F)CC(C1)C(=O)OCC